4-amino-3-methyl-N-((1S)-1-(2-pyrimidinyl)ethyl)-N-((5-(trifluoromethyl)-2-pyridinyl)methyl)-3H-pyrazolo[3,4-c]quinoline-8-carboxamide NC1=NC=2C=CC(=CC2C2=C1N(N=C2)C)C(=O)N(CC2=NC=C(C=C2)C(F)(F)F)[C@@H](C)C2=NC=CC=N2